COC(=O)C=1C(=C(C2=C(N=C(O2)C2=NC(=CC(=C2)C2=C(C=C(C=C2)F)C2=NN=CN2C)C2CC2)C1)C)F 2-{6-cyclopropyl-4-[4-fluoro-2-(4-methyl-1,2,4-triazol-3-yl)phenyl]Pyridin-2-yl}-6-fluoro-7-methyl-1,3-benzoxazole-5-carboxylic acid methyl ester